Cl.C(#N)C1=CC=C(C=C1)C=1C(=NN(C1O)C1=CC=C(C=N1)NC(=O)N1CCNCC1)C N-(6-(4-(4-cyanophenyl)-5-hydroxy-3-methyl-1H-pyrazol-1-yl)pyridin-3-yl)piperazine-1-carboxamide hydrochloride